O=C1N(CC2=C1N(C=1N(C2=O)N=C(C1)C(F)(F)F)CC(=O)OCC)C(C)C ethyl [5,8-dioxo-6-(propan-2-yl)-2-(trifluoromethyl)-5,6,7,8-tetrahydro-4H-pyrazolo[1,5-a]pyrrolo[3,4-d]pyrimidin-4-yl]acetate